C1(=CC=CC2=CC=CC=C12)OP(=O)(OC1=CC=C(C=C1)[N+](=O)[O-])N[C@@H](C)C(=O)OC1CCCCC1 Cyclohexyl ((naphthalen-1-yloxy)(4-nitrophenoxy)phosphoryl)-L-alaninate